C(C)NC1CCN(CC1)C=1C2=CN(N=C2C(=CC1)C(=O)NC1=CC2=CN(N=C2C(=C1)CC(=O)NC)C)C 4-[4-(ethylamino)-1-piperidyl]-2-methyl-N-[2-methyl-7-[2-(methylamino)-2-oxo-ethyl]indazol-5-yl]indazole-7-carboxamide